C(C)C1CCC(C2=CC=C(C=C12)C)NC(=O)C=1C(NC(=CC1)C(F)(F)F)=O N-(4-ethyl-6-methyl-1,2,3,4-tetrahydronaphthalen-1-yl)-2-oxo-6-(trifluoromethyl)-1,2-dihydropyridine-3-carboxamide